(2-((5-chloro-2,3-dihydro-1H-inden-2-yl)amino)pyrimidin-5-yl)(7-methyl-1,7-diazaspiro[3.5]non-1-yl)methanone ClC=1C=C2CC(CC2=CC1)NC1=NC=C(C=N1)C(=O)N1CCC12CCN(CC2)C